2,2-bis[[3-(dodecylthio)-propionyloxy]methyl]-1,3-propanediol 3-(dodecylthio)propanoate C(CCCCCCCCCCC)SC(C(=O)OCC(CO)(COC(CCSCCCCCCCCCCCC)=O)COC(CCSCCCCCCCCCCCC)=O)C